3-Trans-tert-butyl-dimethyl-[(4-prop-2-ynoxycyclohexyl)methoxy]silane C(C)(C)(C)[Si](OCC1CCC(CC1)OCC#C)(C)C